C(C)(C)(C)OC(=O)N(CCNCC=1C=CC(=C(C(=O)OC)C1)N(S(=O)(=O)C)C)C methyl 5-(((2-((tert-butoxycarbonyl)(methyl)amino)ethyl)amino)methyl)-2-(N-methylmethylsulfonamido)benzoate